silicon-yttrium oxide [O-2].[Y+3].[Si+4]